(aminoethyl)-gamma-aminopropyldiethoxysilane NCC[Si](OCC)(OCC)CCCN